4-[(11R)-6-(2,6-dimethylphenyl)-11-isobutyl-2,2,13-trioxo-9-oxa-2λ6-thia-3,5,12,19-tetrazatricyclo[12.3.1.14,8]nonadeca-1(18),4(19),5,7,14,16-hexaen-12-yl]butanoic acid CC1=C(C(=CC=C1)C)C1=NC=2NS(C=3C=CC=C(C(N([C@@H](COC(=C1)N2)CC(C)C)CCCC(=O)O)=O)C3)(=O)=O